ClC=1C=C(C=CC1N1CCOCC1)C=1C=C(C(=O)N)C=CN1 2-(3-chloro-4-morpholinophenyl)isonicotinamide